C(#N)CCN(C(C(=C)C)=O)CCC#N N,N-bis(2-cyanoethyl)methacrylamide